(3R)-1-(3-(3-methyl-1-(tetrahydro-2H-pyran-2-yl)-1H-pyrazol-5-yl)-5-((R)-3-methylmorpholino)isothiazolo[4,5-b]pyridin-7-yl)pyrrolidin-3-ol CC1=NN(C(=C1)C1=NSC=2C1=NC(=CC2N2C[C@@H](CC2)O)N2[C@@H](COCC2)C)C2OCCCC2